ClC1=CC=CC(=N1)OCC1=C(C=C(C#N)C=C1)F 4-((6-chloropyridin-2-yloxy)methyl)-3-fluorobenzonitrile